ClC1=NC2=C(C(=C(N=C2C(=C1S)C#N)Cl)S)C#N 2,6-dichloro-3,7-dimercapto-4,8-dicyano-1,5-naphthyridine